2,5-dichloro-4-(3-cyclopentylpiperidin-1-yl)pyrimidine ClC1=NC=C(C(=N1)N1CC(CCC1)C1CCCC1)Cl